NC1=NC=C(C2=C1C(=C(N2C)I)C2=CC(=C(C(=O)NCC(F)(F)F)C=C2)OC)Br 4-(4-Amino-7-bromo-2-iodo-1-methyl-1H-pyrrolo[3,2-c]pyridin-3-yl)-2-methoxy-N-(2,2,2-trifluoroethyl)benzamide